di-tert-butyl-(p-dimethylaminophenyl)phosphine (cis)-(3S,5S)-5-(3-(2-(3-methylisoxazol-5-yl)acetamido)-1H-pyrazol-5-yl)tetrahydrofuran-3-yl-(1-methylcyclopropyl)carbamate CC1=NOC(=C1)CC(=O)NC1=NNC(=C1)[C@@H]1C[C@@H](CO1)N(C(O)=O)C1(CC1)C.C(C)(C)(C)P(C1=CC=C(C=C1)N(C)C)C(C)(C)C